tetra-tert-butyl 2,2',2'',2'''-((2S,5S,8S,11S)-2,5,8,11-tetraethyl-1,4,7,10-tetraazacyclododecane-1,4,7,10-tetrayl)tetraacetate C(C)[C@@H]1N(C[C@@H](N(C[C@@H](N(C[C@@H](N(C1)CC(=O)OC(C)(C)C)CC)CC(=O)OC(C)(C)C)CC)CC(=O)OC(C)(C)C)CC)CC(=O)OC(C)(C)C